O1COC2=C1C=CC(=C2)C=CC(=O)NC2=CC=C(C=C2)S(=O)(=O)N2CCCC2 3-(1,3-benzodioxol-5-yl)-N-[4-(1-pyrrolidinylsulfonyl)phenyl]acryl-amide